C(\C=C/CCCCCCCCCC)OC(CCCCC(CCCCCCCCC)CCO)=O 6-(2-hydroxyethyl)pentadecanoic acid (Z)-tridec-2-en-1-yl ester